3-(3-((6-(1-(pyridin-2-yl)ethoxy)pyridin-3-yl)methyl)isoxazol-5-yl)pyridin-2-amine N1=C(C=CC=C1)C(C)OC1=CC=C(C=N1)CC1=NOC(=C1)C=1C(=NC=CC1)N